S1C(=NC2=C1C=CC=C2)C([C@H](CCCNC(=N)N)NC([C@H](CC(C)C)NC(OC2CCN(CC2)C(C)=O)=O)=O)=O 1-acetylpiperidin-4-yl ((S)-1-(((S)-1-(benzo[d]thiazol-2-yl)-5-guanidino-1-oxopentan-2-yl)amino)-4-methyl-1-oxopentan-2-yl)carbamate